NC1=NC=CC(=C1[N+](=O)[O-])C=1C=NN(C1)C1=CC=C(C=N1)C(=O)O 6-(4-(2-amino-3-nitropyridin-4-yl)-1H-pyrazol-1-yl)pyridine-3-carboxylic acid